CC1=C(C(=CC(=C1)C(C)(C)C)C)[N+](=O)[O-] 2,6-dimethyl-4-tert-butyl-nitrobenzene